C(C)(C)(C)OC(=O)N1CCN(CC1)C1=C(C=C(C(=C1)C)NC1C(NC(CC1)=O)=O)F 4-(4-((2,6-dioxopiperidin-3-yl)amino)-2-fluoro-5-methylphenyl)piperazine-1-carboxylic acid tert-butyl ester